(S)-tert-Butyl N-[1-(4-{2-amino-4-[(5-chloro-4-pyrazolo[1,5-a]-pyridin-3-ylpyrimidin-2-yl)amino]-5-methoxyphenyl}piperazin-1-yl)-1-oxopropan-2-yl]carbamate NC1=C(C=C(C(=C1)NC1=NC=C(C(=N1)C=1C=NN2C1C=CC=C2)Cl)OC)N2CCN(CC2)C([C@H](C)NC(OC(C)(C)C)=O)=O